tert-butyl N-(2-bromo-6-methyl-4-pyridyl)carbamate BrC1=NC(=CC(=C1)NC(OC(C)(C)C)=O)C